3-(3-{[4-(trifluoromethyl)phenyl]methoxy}phenyl)-1H-pyrrolo[3,2-c]pyridine-4-carbonitrile FC(C1=CC=C(C=C1)COC=1C=C(C=CC1)C1=CNC2=C1C(=NC=C2)C#N)(F)F